(E)-1-(4-trifluoromethylphenyl)-3-(dimethylamino)-2-propen-1-one FC(C1=CC=C(C=C1)C(\C=C\N(C)C)=O)(F)F